BrC1=CC=C(C=N1)C(C(F)(F)F)N 1-(6-bromopyridin-3-yl)-2,2,2-trifluoroethylamine